3-[5-[3-[2-(2-Aminoethoxy)ethoxy]propyl]-3-methyl-2-oxo-benzimidazol-1-yl]piperidine-2,6-dione NCCOCCOCCCC1=CC2=C(N(C(N2C)=O)C2C(NC(CC2)=O)=O)C=C1